[1-[3-(2,6-dioxo-3-piperidyl)-1-methyl-indazol-6-yl]-4-piperidyl]-methyl-ammonium chloride [Cl-].O=C1NC(CCC1C1=NN(C2=CC(=CC=C12)N1CCC(CC1)[NH2+]C)C)=O